FC(C1=CC=C(C=NNC(=O)C2=NC=CC3=C2NC2=CC=CC=C32)C=C1)(F)F N'-(4-trifluoromethyl-benzylidene)-pyrido[3,4-b]indole-1-formhydrazide